3,5-dichloro-7-(methylsulfanyl)furo[3,2-b]pyridine ClC1=COC=2C1=NC(=CC2SC)Cl